C1(=CC=CC=C1)C(C)OC1=CC=CC(=N1)S(=O)(=O)NC(=O)C=1C(=NC=CC1)N1C(CC(C1)C)(C)C N-[[6-(1-Phenylethoxy)-2-pyridyl]sulfonyl]-2-(2,2,4-trimethylpyrrolidin-1-yl)pyridin-3-carboxamid